ClC=1N=CC2=C(C(=CC(=C2C1)C(C)C)C)N1CC(C1)CS(=O)(=O)C 3-chloro-5-isopropyl-7-methyl-8-(3-(methylsulfonylmethyl)azetidin-1-yl)isoquinoline